trans-tert-butyl ((3S,6S,9aS)-3-(7-cyano-6-(pyridin-3-yl)-4-azaspiro[2.4]heptane-4-carbonyl)-5-oxooctahydro-1H-pyrrolo[1,2-a]azepin-6-yl)carbamate C(#N)[C@H]1[C@@H](CN(C12CC2)C(=O)[C@@H]2CC[C@H]1N2C([C@H](CCC1)NC(OC(C)(C)C)=O)=O)C=1C=NC=CC1